4-nitro-1H-pyrrolo[2,3-b]Pyridine [N+](=O)([O-])C1=C2C(=NC=C1)NC=C2